CC=1SC2=C(C1C(=O)O)C=C(C=C2)OCC=2C(=NC=CC2)C(F)(F)F 2-methyl-5-{[2-(trifluoromethyl)pyridin-3-yl]methoxy}-1-benzothiophene-3-carboxylic acid